5-nonadiene CCC/C=C/C=C/CC